C(CCC)NCCCCCN N-butyl-1,5-pentanediamine